FC=1C=C(CSC2=NN=C3N2C(=CC(N3)=O)CCC)C=CC1F 3-[(3,4-difluorobenzyl)sulfanyl]-5-propyl[1,2,4]triazolo[4,3-a]pyrimidin-7(8H)-one